2-(4-(6-(((1S,2R,3R,5R)-2-fluoro-1-methyl-8-azabicyclo[3.2.1]octan-3-yl)oxy)pyridazin-3-yl)-3-hydroxyphenyl)-3-methylpyrimidin-4(3H)-one F[C@@H]1[C@@]2(CC[C@H](C[C@H]1OC1=CC=C(N=N1)C1=C(C=C(C=C1)C1=NC=CC(N1C)=O)O)N2)C